NC1=NC=NN2C1=CC=C2[C@@]2([C@@H]([C@@H]([C@H](O2)COP(=O)(OC2=CC=CC=C2)N[C@@H](C(=O)OCC)C)O)F)C ethyl (2R)-2-[[[(2R,3R,4R,5R)-5-(4-aminopyrrolo[2,1-f][1,2,4]triazin-7-yl)-4-fluoro-3-hydroxy-5-methyloxolan-2-yl]methoxy-phenoxyphosphoryl]amino]propanoate